CC1=CN=C(C(=C1OC)C)CO.Cl 3,5-dimethyl-4-methoxy-2-pyridine